NC1=C2C=3C(=C4C(=NC3C=C1F)C1=CC3=C(C(N1C4)=O)COC(C3(O)CC)=O)CCC2 4-amino-9-ethyl-5-fluoro-9-hydroxy-1,2,3,9,12,15-hexahydro-10H,13H-benzo[de]pyrano[3',4':6,7]indolizino[1,2-b]quinoline-10,13-dione